methyl 4-((2,4-dimethoxybenzyl)amino)-3-methylimidazo[1,5-a]quinoxaline-8-carboxylate COC1=C(CNC=2C=3N(C4=CC(=CC=C4N2)C(=O)OC)C=NC3C)C=CC(=C1)OC